CC(CCCS(=O)(=O)[O-])(C=C)C 3,3-dimethylpent-4-enylmethanesulfonate